(1-(5-(1,1,1-trifluorobutan-2-yl)pyridin-2-yl)-1H-pyrazol-4-yl)-3H-imidazo[4,5-b]pyridine FC(C(CC)C=1C=CC(=NC1)N1N=CC(=C1)C1=NC=2C(=NC=CC2)N1)(F)F